3,3-diethyl-1,5-pentanediolAt C(C)C(CC[O-])(CC[O-])CC